C(CCCCC)C(C(=O)O)(CCCCCCCCCCCCCCCC)CCCCCCCCCC.C(CCCCCCCCCCCCCCCCC)(=O)O.C(CCCCC)C(CCCCCCCCC)O hexyldecanol stearate (Hexyldecyl-Stearate)